(2Z)-2-amino-2-(phenylhydrazono)acetic acid ethyl ester C(C)OC(/C(=N/NC1=CC=CC=C1)/N)=O